FC1=C(C=C(C(=C1)OC1=CC(=CC(=C1)C(F)(F)F)N1CC(C1)O)F)S(=O)(=O)NC1=NC=NS1 2,5-difluoro-4-[3-(3-hydroxyazetidin-1-yl)-5-(trifluoromethyl)phenoxy]-N-(1,2,4-thiadiazol-5-yl)benzenesulfonamide